2-((4-((4-(heptyloxy)phenyl)ethynyl)benzylidene)amino)phenol C(CCCCCC)OC1=CC=C(C=C1)C#CC1=CC=C(C=NC2=C(C=CC=C2)O)C=C1